cis-3-Boc-aminocyclobutylamine C(=O)(OC(C)(C)C)[C@H]1C[C@H](C1)NN